BrC1=CN=C2C(=NC(=NN21)OCC=2OC=CC2)N(CC2=CC=C(C=C2)OC)CC2=CC=C(C=C2)OC 7-bromo-2-(furan-2-ylmethoxy)-N,N-bis(4-methoxybenzyl)imidazo[2,1-f][1,2,4]triazin-4-amine